(TMS) iodide [Si](C)(C)(C)I